OC(C)(C)C1=C(OC(=C1)S(N)(=O)=O)COC1CN(C1)C(=O)OC(C)(C)C tert-butyl 3-((3-(2-hydroxypropan-2-yl)-5-sulfamoylfuran-2-yl)methoxy)azetidine-1-carboxylate